O1C(CCCC1)OCC1(CC1)O 1-(((tetrahydro-2H-pyran-2-yl)oxy)methyl)cyclopropan-1-ol